(7R,8R)-2-amino-6-((S)-5H-imidazo[5,1-a]isoindol-5-yl)-5,6,7,8-tetrahydronaphthalene-2-carboxamide NC1(CC=2CCC(CC2C=C1)[C@@H]1N2C(C3=CC=CC=C13)=CN=C2)C(=O)N